furan-2-ylmethylamine O1C(=CC=C1)CN